(3aS,6aR)-2-(6,7-dihydro-4H-thieno[3,2-c]pyran-2-ylcarbonyl)hexahydrocyclopenta[c]pyrrol-4(1H)-one S1C(=CC=2COCCC21)C(=O)N2C[C@H]1[C@@H](C2)C(CC1)=O